CN1N=CC(=C1)B1OC(C(O1)(C)C)(C)C 1-methyl-4-(4,4,5,5-tetrakisMethyl-1,3,2-dioxaborol-2-yl)pyrazole